3-((4-(5-Carbamoyl-6-oxo-2-(trifluoromethyl)-1,6-dihydropyridin-3-yl)phenoxy)methyl)pyrrolidine-1-carboxylic acid tert-butyl ester C(C)(C)(C)OC(=O)N1CC(CC1)COC1=CC=C(C=C1)C1=C(NC(C(=C1)C(N)=O)=O)C(F)(F)F